methyl 5-((tert-butoxycarbonyl)amino)-1-methyl-1H-pyrazole-3-carboxylate C(C)(C)(C)OC(=O)NC1=CC(=NN1C)C(=O)OC